((3R,9aS)-3-(4-chloro-3-fluorophenyl)-3-hydroxyhexahydropyrazino[2,1-c][1,4]oxazin-8(1H)-yl)(2-chloro-3-methoxyphenyl)methanone ClC1=C(C=C(C=C1)[C@@]1(CN2[C@H](CO1)CN(CC2)C(=O)C2=C(C(=CC=C2)OC)Cl)O)F